2-(3-pyridinyl)-N-[(tetrahydro-2-furanyl)methyl]pyrazolo[1,5-a]pyridine-5-carboxamide N1=CC(=CC=C1)C1=NN2C(C=C(C=C2)C(=O)NCC2OCCC2)=C1